(3R*)-3-((2-((S)-Amino(4,4-difluorocyclohexyl)methyl)imidazo[1,2-b]pyridazin-7-yl)methyl)-5-(trifluoromethyl)piperidin-2-one N[C@H](C=1N=C2N(N=CC(=C2)C[C@@H]2C(NCC(C2)C(F)(F)F)=O)C1)C1CCC(CC1)(F)F |o1:11|